C(C)C=1C(C(C1NC1=C(C(=CC=C1)F)C)=O)=O 3-ethyl-4-((2-methyl-3-fluorophenyl)amino)cyclobut-3-ene-1,2-dione